C(CCCCCN(C(O)=O)C1=C(C=C(C=C1)C(C1=CC=CC=C1)(C)C)C(C1=CC=CC=C1)(C)C)N(C(O)=O)C1=C(C=C(C=C1)C(C1=CC=CC=C1)(C)C)C(C1=CC=CC=C1)(C)C.C[Si](C)(C)[Si](C=CC1=CC=CC=C1)([Si](C)(C)C)[Si](C)(C)C 1-tris(trimethylsilyl)silyl-2-phenylethene 1,6-hexanediyl-di((2,4-di(α,α-dimethylbenzyl)phenyl)carbamate)